ClC1=CC=C2NC=3CC(CC(C3C(C2=C1)=O)=O)C1=C(C=C(C=C1)Cl)Cl 7-chloro-3-(2,4-dichlorophenyl)-3,4-dihydroacridine-1,9(2H,10H)-dione